n-propyl 2-chloro-α-cyanocinnamate ClC1=C(C=C(C(=O)OCCC)C#N)C=CC=C1